5-ethoxymethyl-5-{4-[4-(3,5,6-trimethylpyridin-2-yl)piperazine-1-carbonyl]phenyl}imidazolidine-2,4-dione C(C)OCC1(C(NC(N1)=O)=O)C1=CC=C(C=C1)C(=O)N1CCN(CC1)C1=NC(=C(C=C1C)C)C